O=C1NC(CCC1N1C(C2=CC=CC(=C2C1=O)NCCOCCOCCN1CCC(CC1)N1N=C2C=C(C(=CC2=C1)NC(C1=NC(=CC=C1)C(F)(F)F)=O)OC)=O)=O N-(2-(1-(2-(2-(2-((2-(2,6-dioxopiperidin-3-yl)-1,3-dioxoisoindolin-4-yl)amino)ethoxy)ethoxy)eth-yl)piperidin-4-yl)-6-methoxy-2H-indazol-5-yl)-6-(trifluoro-methyl)picolinamide